6-(trifluoromethyl)tetrahydro-2H-pyran-3-carboxylic acid FC(C1CCC(CO1)C(=O)O)(F)F